C(C)OC(=O)C1(CC=2C=CC=NC2CN1C(C)=O)C(=O)OCC 7-acetyl-7,8-dihydro-1,7-naphthyridine-6,6(5H)-dicarboxylic acid diethyl ester